tetraoxaneamine O1OOOC(C1)N